N-(4-{[6-(5-chloro-2-fluorophenyl)-3-{[(1-oxo-1H-isochromen-3-yl)methyl]sulfanyl}pyridazin-4-yl]amino}pyridin-2-yl)-3-(4-methylpiperazin-1-yl)propanamide ClC=1C=CC(=C(C1)C1=CC(=C(N=N1)SCC=1OC(C2=CC=CC=C2C1)=O)NC1=CC(=NC=C1)NC(CCN1CCN(CC1)C)=O)F